ClC1=NC=C(C(=N1)N1C[C@H](C([C@H](C1)C)(F)F)CCO)C#N 2-chloro-4-[(3r,5s)-4,4-difluoro-3-(2-hydroxyethyl)-5-methyl-1-piperidinyl]pyrimidine-5-carbonitrile